phenyl carbonchloridate C(OC1=CC=CC=C1)(=O)Cl